CC1=NC(=NC=C1OC1CCCCC1)C=1C=NN(C1COC(N(CCC)C)=O)C (1S,3S)-3-((4-Methyl-2-(1-methyl-5-(((methyl(propyl)carbamoyl)oxy)methyl)-1H-pyrazol-4-yl)pyrimidin-5-yl)oxy)cyclohexan